(1R,3S)-3-(3-((5-cyanopyrazin-2-yl)amino)-1H-pyrazol-5-yl)cyclopentyl(1-methylcyclopropyl)carbamate C(#N)C=1N=CC(=NC1)NC1=NNC(=C1)[C@@H]1C[C@@H](CC1)N(C([O-])=O)C1(CC1)C